C1(CCCCC1)C(=O)O.C1(CCCCC1)C(=O)O.C1(CCCCC1)C(=O)O.C(O)C(CC)(CO)CO trimethylolpropane tris(cyclohexanecarboxylate)